FC1=CC=C(C=2C(=C3N(C12)CCCN3)C(C3=CC=C(C=C3)C)=O)[N+](=O)[O-] 6-fluoro-10-(4-methylbenzoyl)-9-nitro-1,2,3,4-tetrahydropyrimido[1,2-a]indole